CC1=NC(=C2N1CCN(C2)C(C)=O)C=2C=C1C(=NN(C1=CC2)C)C=2C=NN(C2)C 1-(3-methyl-1-(1-methyl-3-(1-methyl-1H-pyrazol-4-yl)-1H-indazol-5-yl)-5,6-dihydroimidazo[1,5-a]pyrazin-7(8H)-yl)ethan-1-one